2-(6-(6-(4-(5-cyclopropyl-1H-pyrazol-1-yl)benzyl)-3,6-diazabicyclo[3.1.1]heptan-3-yl)pyridin-3-yl)-6-methyl-N-(5-methyl-1H-pyrazol-3-yl)pyrimidin-4-amine C1(CC1)C1=CC=NN1C1=CC=C(CN2C3CN(CC2C3)C3=CC=C(C=N3)C3=NC(=CC(=N3)NC3=NNC(=C3)C)C)C=C1